4-(2-fluoro-4-(trifluoromethyl)benzyl)-N-hydroxy-2,2-dimethyl-3-oxo-3,4-dihydro-2H-benzo[b][1,4]oxazine-6-carboxamide FC1=C(CN2C3=C(OC(C2=O)(C)C)C=CC(=C3)C(=O)NO)C=CC(=C1)C(F)(F)F